3-(4-fluoro-5-((3-(4'-fluoro-3,4,5,6-tetrahydro-[1,1'-biphenyl]-2-carbonyl)-3,6-diazabicyclo[3.1.1]heptan-6-yl)methyl)-1-oxoisoindolin-2-yl)piperidine-2,6-dione FC1=C2CN(C(C2=CC=C1CN1C2CN(CC1C2)C(=O)C2=C(CCCC2)C2=CC=C(C=C2)F)=O)C2C(NC(CC2)=O)=O